methyl 8-(naphthalen-1-ylmethyl)-6-oxo-2-propyl-9-(3-(trifluoromethyl)phenyl)-7-vinyl-3,4-dihydro-2H,6H-pyrido[1,2-e][1,2,5]thiadiazine-4-carboxylate 1,1-dioxide C1(=CC=CC2=CC=CC=C12)CC=1C(=C2N(C(CN(S2(=O)=O)CCC)C(=O)OC)C(C1C=C)=O)C1=CC(=CC=C1)C(F)(F)F